4-(tert-butyl)-N-(4-(1-cyclobutyl-1H-pyrazol-4-yl)-3-(2H-tetrazol-5-yl)phenyl)piperidine-1-carboxamide C(C)(C)(C)C1CCN(CC1)C(=O)NC1=CC(=C(C=C1)C=1C=NN(C1)C1CCC1)C=1N=NNN1